5-(4-((1-Benzyl-3-cyanopyrrolidin-3-yl)methoxy)phenyl)-2-oxo-6-(trifluoromethyl)-1,2-dihydropyridine-3-carboxamide C(C1=CC=CC=C1)N1CC(CC1)(C#N)COC1=CC=C(C=C1)C=1C=C(C(NC1C(F)(F)F)=O)C(=O)N